C(C)(C)(C)OC(=O)N[C@H](C(C#N)NC1=C(C=C(C=C1)C1=CC=C(C=C1)N1CCN(CC1)C)C(=O)OC)CC1=CNC2=CC=CC=C12 methyl 4-(((2S)-2-((tert-butoxycarbonyl)amino)-1-cyano-3-(1H-indol-3-yl)propyl)amino)-4'-(4-methylpiperazin-1-yl)-[1,1'-biphenyl]-3-carboxylate